(2R,3S,5R)-2-(2,5-difluorophenyl)-5-(2-(methylsulfonyl)-2,6-dihydropyrrolo[3,4-c]pyrazol-5(4H)-yl)tetrahydro-2H-pyran-3-amine FC1=C(C=C(C=C1)F)[C@H]1OC[C@@H](C[C@@H]1N)N1CC2=NN(C=C2C1)S(=O)(=O)C